FC1=C(N)C=C(C(=C1)F)OC(F)(F)F 2,4-difluoro-5-(trifluoromethoxy)aniline